N,N-dimethylbenzotriazolylmethylamine CN(C)CC1=CC=CC=2NN=NC21